CC1=CC2=C(SCC2NC(=O)C=2C(NC(=CC2)C(F)(F)F)=O)C=C1 N-(5-methyl-2,3-dihydrobenzo[b]thiophen-3-yl)-2-oxo-6-(trifluoromethyl)-1,2-dihydropyridine-3-carboxamide